behenyl nervonate C(CCCCCCCCCCCCC\C=C/CCCCCCCC)(=O)OCCCCCCCCCCCCCCCCCCCCCC